CS(=O)(=O)N1CCC(CC1)N1CC(C1)(N1N=CC(=C1)C1=C2C(=NC=C1)NC=C2)CC#N {1-[1-(Methylsulfonyl)piperidin-4-yl]-3-[4-(1H-pyrrolo[2,3-b]pyridin-4-yl)-1H-pyrazol-1-yl]azetidin-3-yl}acetonitrile